6-(4-chlorophenyl)piperidin-2-one ClC1=CC=C(C=C1)C1CCCC(N1)=O